C(C)F ethylfluorine